N-(2-chloro-4-nitropyridin-3-yl)-N-methylglycine ClC1=NC=CC(=C1N(CC(=O)O)C)[N+](=O)[O-]